C1(=CC=C(C=C1)C1(CC1)C=1C=CN=NC1)C 5-(1-(p-tolyl)cyclopropyl)pyridazin